(2R,4S)-3-methyl-2-((S)-2-phenyl-4,5-dihydrothiazol-4-yl)thiazolidine-4-carboxylic acid CN1[C@H](SC[C@@H]1C(=O)O)[C@H]1N=C(SC1)C1=CC=CC=C1